5-(((Z)-1-((1S,4S)-2,5-diazabicyclo[2.2.1]heptane-2-carbonyl)-5-fluoro-2-oxoindolin-3-ylidene)methyl)-N-(2-(diethylamino)ethyl)-2,4-dimethyl-1H-pyrrole-3-carboxamide [C@@H]12N(C[C@@H](NC1)C2)C(=O)N2C(\C(\C1=CC(=CC=C21)F)=C/C2=C(C(=C(N2)C)C(=O)NCCN(CC)CC)C)=O